O=C1NC(CCC1N1C(N(C2=C1C=CC=C2OCC(=O)OC(C)(C)C)C)=O)=O tert-butyl 2-((1-(2,6-dioxopiperidin-3-yl)-3-methyl-2-oxo-2,3-dihydro-1H-benzo[d]imidazol-4-yl)oxy)acetate